1-(4-Methyl-3-(trifluoromethyl)-phenyl)-3-(4-methyl-5-(2-(methylamino)pyrimidin-4-yl)thiazol-2-yl)urea CC1=C(C=C(C=C1)NC(=O)NC=1SC(=C(N1)C)C1=NC(=NC=C1)NC)C(F)(F)F